C[S+](C1=CC(=CC=C1)[N+](=O)[O-])C dimethyl-(m-nitrophenyl)sulfonium